3-(difluoromethyl)-4-methyl-8-(3-(pyridin-4-yl)azetidin-1-yl)pyrido[4',3':4,5]thieno[2,3-c]pyridazine FC(C1=C(C2=C(N=N1)SC1=C2C=CN=C1N1CC(C1)C1=CC=NC=C1)C)F